erbium trifluoromethanesulfonate salt FC(S(=O)(=O)[O-])(F)F.[Er+3].FC(S(=O)(=O)[O-])(F)F.FC(S(=O)(=O)[O-])(F)F